ClC1=CC=2N=C(NC(C2C=N1)=O)[C@@H]1[C@H](C1)C1=CC(=CC=C1)Cl 7-chloro-2-((1S,2S)-2-(3-chlorophenyl)cyclopropyl)pyrido[4,3-d]pyrimidin-4(3H)-one